FC(OC1CC(CC1)NC(OCC1=CC=CC=C1)=O)(F)F Benzyl N-[3-(trifluoromethoxy)cyclopentyl]carbamate